Ethyl (6R)-2-{2-[(tert-butoxycarbonyl)amino]ethyl}-5-(3,4-dichlorobenzoyl)-6-methyl-4,5,6,7-tetrahydro-2H-pyrazolo[4,3-c]pyridine-3-carboxylate C(C)(C)(C)OC(=O)NCCN1N=C2C(CN([C@@H](C2)C)C(C2=CC(=C(C=C2)Cl)Cl)=O)=C1C(=O)OCC